N1C=CC=2C(NCCC21)=O 6H,7H-pyrrolo[3,2-c]pyridin-4-one